OC=1C=C(C=CC1O)CCC(=O)O 3,4-dihydroxybenzenepropanoic acid